C1N(CC12CC(C2)(C(=O)OC)C(=O)OC)C(=O)OC(C)(C)C 2-(tert-butyl) 6,6-dimethyl 2-azaspiro[3.3]heptane-2,6,6-tricarboxylate